COC1=CC=C2NC=C(CCN(C([2H])([2H])[2H])C([2H])([2H])[2H])C2=C1 5-methoxy-N,N-di(trideuteromethyl)tryptamine